FC=1C=C2C=NN(C2=CC1C=1C=2C=NN(C2C(=CC1)C)CC(=O)OCC)C ethyl 2-{5'-fluoro-1',7-dimethyl-[4,6'-biindazol]-1-yl}acetate